(2-bromo-5-chlorophenyl)methylamine BrC1=C(C=C(C=C1)Cl)CN